FC(OC1=CC=C(C=C1)C=1C=CC(N(N1)CC1=NC=CC=N1)=O)F 6-(4-(difluoromethoxy)phenyl)-2-(pyrimidin-2-ylmethyl)pyridazin-3(2H)-one